NCC1=CC=C(C=C1)S(=O)(=O)O 4-(aminomethyl)benzenesulphonic acid